C(C)N(CCCN(C(CCCCCCCCC(=O)OC(CCCCCC)CCCCCC)CCCCCCCCC(=O)OC(CCCCCC)CCCCCC)CCC(=O)OCCOC(CCCCCCCC)=O)CC di(tridecan-7-yl) 10-((3-(diethylamino)propyl)(3-(2-(nonanoyloxy)ethoxy)-3-oxopropyl)amino)nonadecanedioate